1-(benzofuran-7-ylmethyl)-3,3-dimethyl-2-oxoindoline-6-carboxylic acid O1C=CC2=C1C(=CC=C2)CN2C(C(C1=CC=C(C=C21)C(=O)O)(C)C)=O